COCC1=C(C=CC=C1)[C@@H](C)OC(=O)NC1=C(N=NN1C)C1CCN(CC1)C1=CC=C(C=C1)C1(CC1)C(=O)O [4-[4-[5-[[(1R)-1-[2-(methoxymethyl)phenyl]ethoxy]carbonylamino]-1-methyl-triazol-4-yl]-1-piperidyl]phenyl]cyclopropanecarboxylic acid